(2S,3R,4R,5S)-1-(((1r,4S)-4-(1,1-difluoroethyl)cyclohexyl)methyl)-2-(hydroxymethyl)-piperidine-3,4,5-triol FC(C)(F)C1CCC(CC1)CN1[C@H]([C@H]([C@@H]([C@H](C1)O)O)O)CO